O=C1NC(CCC1N1C(N(C2=C1C=CC(=C2)C2CC(C2)OCCCN(C(OC(C)(C)C)=O)C)C)=O)=O tert-butyl (3-(3-(1-(2,6-dioxopiperidin-3-yl)-3-methyl-2-oxo-2,3-dihydro-1H-benzo[d]imidazol-5-yl)cyclobutoxy)propyl)(methyl)carbamate